CN1N=CC2=C(C=CC=C12)C1=C2CCN(C2=CC=C1)C(=O)C=1N=C2N(CCNC2)C1 (4-(1-methyl-1H-indazol-4-yl)indolin-1-yl)(5,6,7,8-tetrahydroimidazo[1,2-a]pyrazin-2-yl)methanone